C(C)(C)(C)OC(N[C@@H]1C[C@H](CC1)N)=O (1S,3S)-3-aminocyclopentylcarbamic acid tert-butyl ester